[Si](C)(C)(C(C)(C)C)OCCCC(CCN1CCNCCC1)O\N=C\C1=CC=CC=C1 (E)-benzaldehyde O-(6-((tert-butyldimethylsilyl)oxy)-1-(1,4-diazepan-1-yl)hexan-3-yl) oxime